The molecule is an organic heterotetracyclic compound that is 4'-demethylpodophyllotoxin which is substituted by a hydroxy group at position 10 but which is lacking the hydroxy group at position 9. It is found as a glucoside in the rhizomes of Podophyllum peltatum. It has a role as a metabolite and an antineoplastic agent. It is a furonaphthodioxole, a gamma-lactone, an organic heterotetracyclic compound, a lignan and a member of phenols. COC1=CC(=CC(=C1O)OC)[C@H]2[C@@H]3[C@@H](CC4=C(C5=C(C=C24)OCO5)O)COC3=O